(S)-N-(3-methoxy-4-(4-(4-methylpiperazin-1-yl)piperidin-1-yl)phenyl)-4-(3-phenylisoxazolidin-2-yl)-7H-pyrrolo[2,3-d]pyrimidin-2-amine COC=1C=C(C=CC1N1CCC(CC1)N1CCN(CC1)C)NC=1N=C(C2=C(N1)NC=C2)N2OCC[C@H]2C2=CC=CC=C2